C(C)(C)[C@@]1(CC=C(CC1)C)O (R)-1-Isopropyl-4-methyl-3-cyclohexen-1-ol